CC1S(=O)(=O)CCC1 monomethyl-sulfolane